BrC=1SC=2N=C(N=C(C2N1)C)Cl 2-bromo-5-chloro-7-methylthiazolo[5,4-d]pyrimidine